1-(2-(Methylamino)pyridin-3-yl)ethan-1-one CNC1=NC=CC=C1C(C)=O